C(C)(C)(C)OC(NC1=CC(=C(C(=C1)Cl)C(F)(F)F)Br)=O (3-bromo-5-chloro-4-(trifluoromethyl)phenyl)carbamic acid tert-butyl ester